(3-triethoxysilylpropyl) acrylate C(C=C)(=O)OCCC[Si](OCC)(OCC)OCC